NC1=NC=C(C(=N1)N)OC1=CC(=NC=C1C#N)OC 4-((2,4-diamino-pyrimidin-5-yl)oxy)-6-methoxy-nicotinonitrile